FC(C(=O)[O-])(F)F.NC(=O)C1=CC=CC2=CN(N=C12)C1=CC=C(C[NH+]2CCOCC(C2)CO)C=C1 4-{4-[7-(aminocarbonyl)-2H-indazol-2-yl]benzyl}-6-(hydroxymethyl)-1,4-oxazepan-4-ium trifluoroacetate